(3β)-cholest-5-en-3-yl-carbamoylglycine CC(C)CCC[C@@H](C)[C@H]1CC[C@H]2[C@@H]3CC=C4C[C@H](CC[C@]4(C)[C@H]3CC[C@]12C)N(CC(=O)O)C(N)=O